C(N)(=O)C=1C=C2C(=NC1OC1CC3(CC(C3)NC(OC(C)(C)C)=O)C1)C=CS2 tert-Butyl (6-((6-carbamoylthieno[3,2-b]pyridin-5-yl)oxy)spiro[3.3]heptan-2-yl)carbamate